OC(C(=O)[O-])CC.[Sn+4].OC(C(=O)[O-])CC.OC(C(=O)[O-])CC.OC(C(=O)[O-])CC tin hydroxybutanate